mono-fluoro ethyl-methyl sulfone C(C)CS(=O)(=O)F